(2-(4-((4-fluoro-3-methylphenyl)carbamoyl)-1,3,5-trimethyl-1H-pyrrol-2-yl)-2-oxoacetyl)-D-serine FC1=C(C=C(C=C1)NC(=O)C=1C(=C(N(C1C)C)C(C(=O)N[C@H](CO)C(=O)O)=O)C)C